C12(CC3CC(CC(C1)C3)C2)C(C(=O)N)OC=2C3=C(NC(N2)=O)CCC3 (ADAMANTAN-1-YL)-2-((2-OXO-2,5,6,7-TETRAHYDRO-1H-CYCLOPENTA[D]PYRIMIDIN-4-YL)OXY)ACETAMIDE